3-(methylsulfonyl)-L-phenylalanine benzyl ester hydrochloride Cl.C(C1=CC=CC=C1)OC([C@@H](N)CC1=CC(=CC=C1)S(=O)(=O)C)=O